[F-].C(C)[NH+]1CCC(CC1)C 1-Ethyl-4-methylpiperidinium fluorid